5-(benzyloxy)-3-((S)-but-3-en-2-yl)-4,6-dioxo-1-(pent-1-en-3-yl)-N-(2,4,6-trifluorobenzyl)-2,3,4,6-tetrahydro-1H-pyrido[2,1-f][1,2,4]triazine-7-carboxamide C(C1=CC=CC=C1)OC=1C(C(=CN2N(CN(C(C21)=O)[C@@H](C)C=C)C(C=C)CC)C(=O)NCC2=C(C=C(C=C2F)F)F)=O